COC1=CC=C(C=N1)C1=CC(=CC2=C1NC(CCC2)=O)C2=NNC(CC2C)=O 9-(6-methoxypyridin-3-yl)-7-(4-methyl-6-oxo-1,4,5,6-tetrahydropyridazin-3-yl)-1,3,4,5-tetrahydro-2H-benzo[b]azepin-2-one